C(C)(C)(C)C1=CC=C(C=C1)C1=NOC(O1)=O 3-(4-(tert-butyl)phenyl)-1,4,2-dioxazol-5-one